1-(4,5-difluoro-2-hydroxyphenyl)propan-1-one FC1=CC(=C(C=C1F)C(CC)=O)O